6-amino-2-(4-amino-4-methylpiperidin-1-yl)-5-(2,3-dichlorophenyl)-pyrimidine-4-carboxylic acid NC1=C(C(=NC(=N1)N1CCC(CC1)(C)N)C(=O)O)C1=C(C(=CC=C1)Cl)Cl